NC1=NC(=NC=2N1N=C(N2)C=2OC=CC2)N2[C@@H](CCC2)C(=O)N2CCC(CC2)CN2CCC(CC2)C(F)(F)F (S)-(1-(7-amino-2-(furan-2-yl)-[1,2,4]triazolo[1,5-a][1,3,5]triazin-5-yl)pyrrolidin-2-yl)(4-((4-(trifluoromethyl)piperidin-1-yl)methyl)piperidin-1-yl)methanone